4-(6-methoxy-5-methylpyridin-3-yl)-2-[(3R)-3-methylmorpholin-4-yl]-8-(1H-pyrazol-5-yl)-1,7-naphthyridine COC1=C(C=C(C=N1)C1=CC(=NC2=C(N=CC=C12)C1=CC=NN1)N1[C@@H](COCC1)C)C